Allyl 6-hydroxy-3-(4-methoxy-4-oxobutoxy)-12-oxo-2-((2-(trimethylsilyl)ethoxy)methoxy)-6,6a,7,8,9,10-hexahydrobenzo[e]pyrido[1,2-a][1,4]diazepine-5(12H)-carboxylate OC1C2N(C(C3=C(N1C(=O)OCC=C)C=C(C(=C3)OCOCC[Si](C)(C)C)OCCCC(=O)OC)=O)CCCC2